racemic-(1S,3R,4S,5R)-3-((5-chloro-4-(2-(2,2-difluorocyclopropyl)-4-fluoro-1-isopropyl-1H-benzo[d]imidazol-6-yl)pyrimidin-2-yl)amino)-6,8-dioxabicyclo[3.2.1]octan-4-ol ClC=1C(=NC(=NC1)N[C@@H]1C[C@H]2CO[C@@H]([C@H]1O)O2)C=2C=C(C1=C(N(C(=N1)C1C(C1)(F)F)C(C)C)C2)F |r|